4,4-dimethyl-2-(4-methanesulphonyl-2-nitrobenzoyl)-1,3-cyclohexanedione CC1(C(C(C(CC1)=O)C(C1=C(C=C(C=C1)S(=O)(=O)C)[N+](=O)[O-])=O)=O)C